N-(4-(4-amino-5-(3-methoxyphenyl)-7-methyl-7H-pyrrolo[2,3-d]pyrimidin-6-yl)phenyl)acrylamide NC=1C2=C(N=CN1)N(C(=C2C2=CC(=CC=C2)OC)C2=CC=C(C=C2)NC(C=C)=O)C